(R/S)-2-(5,7-dihydro-6H-pyrrolo[3,4-b]pyridin-6-yl)-4-((1-(hydroxymethyl)cyclobutyl)amino)-6,7-dihydrothieno[3,2-d]pyrimidine 5-oxide N1=C2C(=CC=C1)CN(C2)C=2N=C(C1=C(N2)CC[S@]1=O)NC1(CCC1)CO |r|